CN(CCCOC=1C=CC(=NC1)C1=NC=CC(=C1)C1=NOC(=N1)C(F)(F)F)C N,N-dimethyl-3-((4'-(5-(trifluoromethyl)-1,2,4-oxadiazol-3-yl)-[2,2'-bipyridin]-5-yl)oxy)propan-1-amine